ClC1=C(C=CC2=C1C(=N[C@H](C=1N2N=C(N1)C(=O)N1CC(C1)OC)C)C1=NC=CC=C1F)Cl [(4S)-7,8-dichloro-6-(3-fluoro-2-pyridyl)-4-methyl-4H-[1,2,4]triazolo[1,5-a][1,4]benzodiazepin-2-yl]-(3-methoxyazetidin-1-yl)methanone